1-(3-(2-(3-(methylsulfonyl)propanoyl)-7-(4-(trifluoromethyl)phenoxy)-1,2,3,4-tetrahydroisoquinolin-1-yl)pyrrolidin-1-yl)prop-2-en-1-one CS(=O)(=O)CCC(=O)N1C(C2=CC(=CC=C2CC1)OC1=CC=C(C=C1)C(F)(F)F)C1CN(CC1)C(C=C)=O